CC(/C=C/C(C)=O)C (E)-5-methylhexan-3-en-2-one